S1C(=NC=C1)C1OCCCC1O thiazol-2-yl-tetrahydropyran-3-ol